Methyl 2-(2-((tert-butoxycarbonyl) amino) propoxy)-3-nitrobenzoate C(C)(C)(C)OC(=O)NC(COC1=C(C(=O)OC)C=CC=C1[N+](=O)[O-])C